FC(C=1N=C(OC1C(=O)N1[C@@H](C2=C(CC1)NC=N2)C2=NN1C(C(=CC=C1)C(F)(F)F)=C2)C(C)(C)O)F (S)-(4-(difluoromethyl)-2-(2-hydroxypropan-2-yl)oxazol-5-yl)(4-(4-(trifluoromethyl)pyrazolo[1,5-a]pyridin-2-yl)-6,7-dihydro-1H-imidazo[4,5-c]pyridin-5(4H)-yl)methanone